1-(piperidin-4-ylmethyl)pyrimidine-2,4(1H,3H)-dione TFA salt OC(=O)C(F)(F)F.N1CCC(CC1)CN1C(NC(C=C1)=O)=O